methyl 6-(bromomethyl)-4-(2-chloro-4-fluorophenyl)-2-(thiazol-2-yl)-1,4-dihydropyrimidine-5-carboxylate BrCC1=C(C(N=C(N1)C=1SC=CN1)C1=C(C=C(C=C1)F)Cl)C(=O)OC